C(#N)C1=C(C2=C(CN(C[C@H]2C2=C(C(=CC=C2)F)C=2C(=NN(C2)CC)C(F)(F)F)C(=O)OC(C)(C)C)S1)C tert-butyl (S)-2-cyano-4-(2-(1-ethyl-3-(trifluoromethyl)-1H-pyrazol-4-yl)-3-fluorophenyl)-3-methyl-4,7-dihydrothieno[2,3-c]pyridine-6(5H)-carboxylate